ClC1=CC(=C(S1)C)\C(\C)=C/1\C(=O)OC(C1=C(C)C)=O (E)-2-[1-(5-chloro-2-methylthiophene-3-yl)ethylidene]-3-isopropylidenesuccinic anhydride